ClC=1C=C2C=NNC2=C(C1)[C@H](C(C)(C)C1CCN(CC1)C(=O)NCCO)O (S)-4-(1-(5-chloro-1H-indazol-7-yl)-1-hydroxy-2-methylpropan-2-yl)-N-(2-hydroxyethyl)piperidine-1-carboxamide